4-amino-N'-ethyl-7-fluoro-N',1-dimethyl-N-((5-(trifluoromethyl)pyridin-2-yl)methyl)-1H-pyrazolo[4,3-c]quinoline-8-carbohydrazide NC1=NC=2C=C(C(=CC2C2=C1C=NN2C)C(=O)N(N(C)CC)CC2=NC=C(C=C2)C(F)(F)F)F